4-(2-((4-(3-(3-amino-6-chloropyridazin-4-yl)-3,8-diazabicyclo[3.2.1]octan-8-yl)pyridin-2-yl)oxy)ethyl)-3-methylpiperazine-1-carboxylate NC=1N=NC(=CC1N1CC2CCC(C1)N2C2=CC(=NC=C2)OCCN2C(CN(CC2)C(=O)[O-])C)Cl